C(C1=CC=CC=C1)N1C=NC2=C1C(=CC(=C2)C=2C(=NOC2C)C)N 1-benzyl-5-(3,5-dimethylisoxazol-4-yl)-1H-benzo[d]imidazol-7-amine